BrC=1C=NN(C1)C1OCCCC1 4-bromo-1-(oxan-2-yl)pyrazole